(5-((2-hydroxyethyl) amino) pentyl) decyl carbonate C(OCCCCCNCCO)(OCCCCCCCCCC)=O